BrC=1C=CC=C2C=NC(=NC12)NC1=CC=C(C=C1)N1CCOCC1 8-bromo-N-(4-morpholinophenyl)quinazolin-2-amine